1-(8-((5,6-dihydro-4H-pyrrolo[1,2-b]pyrazol-3-yl)ethynyl)-1-oxo-2-phenyl-1,2-dihydroisoquinolin-3-ylethyl)pyrazolo[1,5-a]pyrimidine-3-carboxamide N=1N2C(=C(C1)C#CC=1C=CC=C3C=C(N(C(C13)=O)C1=CC=CC=C1)CCN1CC(=C3N1C=CC=N3)C(=O)N)CCC2